OCC(CO)(CO)NCC(=O)O {[1,3-dihydroxy-2-(hydroxymethyl)propan-2-yl]amino}acetic acid